FC(C(=O)O)(F)F.NCCOC1=C(C=C(C=C1)F)C(C)NC1=NC=2N(C=C1)N=CC2N N5-(1-(2-(2-aminoethoxy)-5-fluorophenyl)ethyl)pyrazolo[1,5-a]Pyrimidine-3,5-diamine trifluoroacetate salt